OCC1(CN(C1)C(=O)C1=CC=C(C2=C1OCCO2)NC=2N=C(C1=C(N2)NC=C1C#N)NC1CCC1)CO 2-((8-(3,3-bis(hydroxymethyl)azetidine-1-carbonyl)-2,3-dihydrobenzo[b][1,4]dioxin-5-yl)amino)-4-(cyclobutyl-amino)-7H-pyrrolo[2,3-d]pyrimidine-5-carbonitrile